4alpha-Methyl-5alpha-cholest-8(14)-en C[C@H]1[C@@H]2CCC3=C4CC[C@H]([C@@H](CCCC(C)C)C)[C@]4(CC[C@@H]3[C@]2(CCC1)C)C